C(C)(C)(C)OC(=O)OC[C@@H]1OCCN(C1)C1=CC=C(C=C1)N(C(OC(C)(C)C)=O)C=1C=2N(C=C(N1)[Sn](CCCC)(CCCC)CCCC)C=CN2 (R)-tert-Butyl (4-(2-(((tert-butoxycarbonyl)oxy)methyl)morpholino)phenyl)(6-(tributylstannyl)imidazo[1,2-a]pyrazin-8-yl)carbamate